tert-Butyl (4-(2-(6,8-dimethyl-4-oxo-4H-chromene-2-carboxamido)-4,5-dimethoxybenzamido)phenethyl)carbamate CC=1C=C2C(C=C(OC2=C(C1)C)C(=O)NC1=C(C(=O)NC2=CC=C(CCNC(OC(C)(C)C)=O)C=C2)C=C(C(=C1)OC)OC)=O